N1(N=NC=C1)C1=NC=CC(=N1)COC1=CC=C(C=C1)C(C)(C)C1=CC=C(OC(CC)N)C=C1 (4-(2-(4-((2-(1H-1,2,3-triazol-1-yl)pyrimidin-4-yl)methoxy)phenyl)propane-2-yl)phenoxy)propane-1-amine